3-(trifluoromethyl)-7-(4-(2,4,5-trifluorophenyl)butanoyl)-6,7-dihydro-[1,2,4]triazolo[4,3-a]pyrazin-8(5H)-one FC(C1=NN=C2N1CCN(C2=O)C(CCCC2=C(C=C(C(=C2)F)F)F)=O)(F)F